(S)-N-((S)-1-Cyano-2-((S)-2-oxopyrrolidin-3-yl)ethyl)-3,3-dimethyl-1-(pyrazine-2-carbonyl)-1,3-azasilolidine-5-carboxamide C(#N)[C@H](C[C@H]1C(NCC1)=O)NC(=O)[C@H]1C[Si](CN1C(=O)C1=NC=CN=C1)(C)C